OCCN1CCN(CC1)CCC(=O)O 3-(4-(2-hydroxyethyl)piperazin-1-yl)propanoic acid